[F-].ClCS(=O)(=O)[O-] chloromethylsulfonate fluoride